(±)-Hexanoyl-carnitine chloride [Cl-].C(CCCCC)(=O)[C@](O)(C[N+](C)(C)C)CC([O-])=O |r|